N-Acetylphenylalanine CC(=O)NC(CC1=CC=CC=C1)C(=O)O